C(C)(=O)O[C@H]1[C@H](O[C@@H]([C@@H]([C@@H]1OC(C)=O)OC(C)=O)COC(C)=O)O[C@H]1[C@@]([C@]([C@H](O[C@@H]1C(O)C(C)=O)CCC(=O)OC)(O)C(C)=O)(O)C(C)=O Methyl 3-[2,3,4,6-tetra-O-acetyl-α-D-galactopyranosyl-(1→4)-2,3,6-tri-acetyl-α-D-gluco-pyranosyl]propanoate